Cl.NCC1=CC=C(C=C1)NC(=O)N1C[C@H](CC1)N(C)C (S)-N-(4-(aminomethyl)phenyl)-3-(dimethylamino)pyrrolidine-1-carboxamide hydrochloride